FC(C1=C(C=NN1C1=C2CCNC(C2=CC=C1)C(F)(F)F)C(=O)NC1=CC(=NC=C1)C(F)(F)F)(F)F 5-(trifluoromethyl)-1-(1-(trifluoromethyl)-1,2,3,4-tetrahydroisoquinolin-5-yl)-N-(2-(trifluoromethyl)pyridin-4-yl)-1H-pyrazole-4-carboxamide